NC1=NC=NC=2N(C3=CC=CC=C3C21)CC(=O)N2[C@@H]1C[C@@H]1C[C@H]2C(=O)NC2=NC(=CC=C2C)Br (1R,3S,5R)-2-(2-(4-amino-9H-pyrimido[4,5-b]indol-9-yl)acetyl)-N-(6-bromo-3-methylpyridin-2-yl)-2-azabicyclo[3.1.0]hexane-3-carboxamide